[Si](C)(C)(C(C)(C)C)OCCNC1C(C1)(C(=O)N)C=1N=CC2=CN=CC(=C2C1)C1=CC=CC=C1 (2-((tert-butyldimethylsilyl)oxy)ethylamino)-5-phenyl-2,7-naphthyridin-3-yl-cyclopropanecarboxamide